COC=1C=C(C=C(C1)OC)C#CC1=C2C(=NC=C1)NN=C2 4-(3,5-dimethoxyphenylethynyl)-1H-pyrazolo[3,4-b]pyridine